tert-butyl 3-(2-aminopyridin-4-yl)-2,2-dimethylpropionate NC1=NC=CC(=C1)CC(C(=O)OC(C)(C)C)(C)C